(3,5-dibromo-4-hydroxy-phenyl)-(2,3-dihydro-pyrido[4,3-b][1,4]oxazin-4-yl)-methanone hydrochloride Cl.BrC=1C=C(C=C(C1O)Br)C(=O)N1C2=C(OCC1)C=CN=C2